tert-butyl (6-chloro-5-fluoropyridin-2-yl)carbamate ClC1=C(C=CC(=N1)NC(OC(C)(C)C)=O)F